N-(2-cyano-6-cycloheptylphenyl)-4-(5-((1S,2S)-2-fluorocyclopropyl)-1,2,4-oxadiazol-3-yl)-4-methylpiperidine-1-carboxamide C(#N)C1=C(C(=CC=C1)C1CCCCCC1)NC(=O)N1CCC(CC1)(C)C1=NOC(=N1)[C@H]1[C@H](C1)F